N,N-dimethylcarbamothioylchloride CN(C(=S)Cl)C